CC1=C(C=CC(=C1)C)S(=O)(=O)C1=NNN2C1=NC(C1=CC=C(C=C21)N2CCC1(CC2)CCN(CC1)C)=O 3-(2,4-dimethylbenzenesulfonyl)-8-{9-methyl-3,9-diazaspiro[5.5]undecan-3-yl}-1H,5H-[1,2,3]triazolo[1,5-a]quinazolin-5-one